C[Si](OC)(OC)OC Methyl-trimethoxysilan